BrC=1C=C2CC3(OCC2=C(C1)C=O)CC3 6'-bromospiro[cyclopropane-1,3'-isochroman]-8'-Formaldehyde